3-oxo-2,3,6,7,8,11,12,13,14,15,16,17-dodecahydro-1H-cyclopenta[a]phenanthren-17-yl acetate trifluoroacetate FC(C(=O)O)(F)F.C(C)(=O)OC1CCC2C3CCC4=CC(CCC4=C3CCC12)=O